C1=CC=CC=2C3=CC=CC=C3C(C12)COC(=O)N[C@@H](C(SCC)=O)CO[Si](C)(C)C(C)(C)C S-ethyl (R)-2-((((9H-fluoren-9-yl)methoxy)carbonyl) amino)-3-((tert-butyldimethylsilyl)oxy)propanethioate